NCCOCCC(=O)NCCCCOC=1C=C(C=CC1)C(C(=O)N[C@@H](C(=O)NCC1=CC=C(C=C1)O)CCCN\C(=N/C(NCCNC(CC)=O)=O)\N)C1=CC=CC=C1 (2R)-2-(2-(3-(4-(3-(2-aminoethoxy)propanamido)butoxy)phenyl)-2-phenylacetamido)-N-(4-hydroxybenzyl)-5-((Z)-2-((2-propionamidoethyl)carbamoyl)guanidino)-pentanamide